(trifluoroacetylamino)pyrene FC(C(=O)NC1=CC=C2C=CC3=CC=CC4=CC=C1C2=C34)(F)F